tert-butyl (3-(cyanomethyl)-5-methoxyphenyl)carbamate C(#N)CC=1C=C(C=C(C1)OC)NC(OC(C)(C)C)=O